COC(/C(=N/OC)/C1=C(C=CC=C1)C)=O (E)-2-(2'-methylphenyl)-2-methoxyiminoacetic acid methyl ester